[Sb].[As].ClC=1C(=C(C=C(C1)OC)C(C)=O)O 1-(3-chloro-2-hydroxy-5-methoxy-phenyl)ethanone arsenic-antimony